sodium silicate, hydroxycarboxylic acid salt OC(=O)O.[Si]([O-])([O-])([O-])[O-].[Na+].[Na+].[Na+].[Na+]